[In].CC1=NC=CC(C1CC1=CC=C(C=C1)OC)=O 2-methyl-3-(4-methoxybenzyl)pyridin-4-one Indium